ClC1=CC=C(C=C1)[C@@H]1N=C(N([C@@H]1C1=CC=C(C=C1)Cl)C(=O)N1CCN(CC1)CC(=O)N1CCOCC1)C1=C(C=CC=C1)OCC 2-{4-[(4S,5R)-4,5-Bis-(4-chlorophenyl)-2-(2-ethoxyphenyl)-4,5-dihydro-imidazole-1-carbonyl]-piperazin-1-yl}-1-morpholin-4-yl-ethanone